methyl 4-(3-cyanobenzoyl)-1H-pyrrole-2-carboxylate C(#N)C=1C=C(C(=O)C=2C=C(NC2)C(=O)OC)C=CC1